FC=1C2=C([Se]C1C(CC1(CCC1)C(=O)O)=O)C=C(C(=C2)OC)OC 1-(2-(3-fluoro-5,6-dimethoxybenzo[b]selenophen-2-yl)-2-oxoethyl)cyclobutane-1-carboxylic acid